FC=1C=C(C=CC1)C1(CCC1)OCC(=O)N1CC2CCC(C1)N2C2=NC=C(C#N)C=C2 6-(3-(2-(1-(3-fluorophenyl)cyclobutoxy)acetyl)-3,8-diazabicyclo[3.2.1]octan-8-yl)nicotinonitrile